1-(Benzyloxy)-4-iodo-1H-pyrazole C(C1=CC=CC=C1)ON1N=CC(=C1)I